2-((S)-2-((2-mercaptoethyl)(methyl)amino)-3-methylbutanoylamino)-N,3-dimethylbutyramide SCCN([C@H](C(=O)NC(C(=O)NC)C(C)C)C(C)C)C